bis(2,2,6,6-tetramethyl-4-piperidyl)hexamethylenediamine CC1(NC(CC(C1)NCCCCCCNC1CC(NC(C1)(C)C)(C)C)(C)C)C